ClC1=CC=C(C=N1)CN1N=C2N([C@@H](CCC2)C(=O)N2C[C@H]([C@H](C2)F)F)C1=O (5S)-2-[(6-Chloropyridin-3-yl)methyl]-5-{[(3R,4S)-3,4-difluoropyrrolidin-1-yl]carbonyl}-5,6,7,8-tetrahydro[1,2,4]triazolo[4,3-a]pyridin-3(2H)-one